(6S)-6-{[10-chloro-2-(3-fluorophenyl)[1,2,4]triazolo[1,5-c]quinazolin-5-yl]amino}-1,4-diazepin-5-one ClC=1C=2C=3N(C(=NC2C=CC1)NC=1C(N=CC=NC1)=O)N=C(N3)C3=CC(=CC=C3)F